3-(difluoromethyl)-4-nitro-1H-pyridine FC(C=1CNC=CC1[N+](=O)[O-])F